3-(1,2-oxazol-4-yl)propanoate O1N=CC(=C1)CCC(=O)[O-]